sec-pentyl benzoate C(C1=CC=CC=C1)(=O)OC(C)CCC